ClC1=NN(C=C1C(=O)N1[C@@H](C2=C(CC1)NC=N2)C=2SC1=C(N2)C(=CC=C1)F)CC(F)(F)F (S)-(3-chloro-1-(2,2,2-trifluoroethyl)-1H-pyrazol-4-yl)(4-(4-fluorobenzo[d]thiazol-2-yl)-6,7-dihydro-1H-imidazo[4,5-c]pyridin-5(4H)-yl)methanone